1-((3-chloro-2-fluorophenyl)difluoromethyl)-4-((3-fluoro-6-((5-methyl-1H-pyrazol-3-yl)amino)pyridin-2-yl)methyl)piperidine-4-carboxylic acid ClC=1C(=C(C=CC1)C(N1CCC(CC1)(C(=O)O)CC1=NC(=CC=C1F)NC1=NNC(=C1)C)(F)F)F